3-((sec-butyl)aminomethyl-1,2,3,4-tetrahydro-9H-carbazol-6-yl)urea C(C)(CC)NCC1CCCC=2C3=CC(=CC=C3NC12)NC(N)=O